O(CC(=O)[O-])CC(=O)[O-] oxydiethanoate